O1CCOC12CCN(CC2)C2=C1C=CN(C1=CC=C2)[C@H]2C(NC(CC2)=O)=O (3R)-3-[4-(1,4-dioxa-8-azaspiro[4.5]dec-8-yl)indol-1-yl]piperidine-2,6-dione